lithium triisopropoxy(5-methoxypyridin-2-yl)borate [Li+].[B-](C1=NC=C(C=C1)OC)(OC(C)C)(OC(C)C)OC(C)C